OC=1C=C(C(=O)O)C=C(C1)OC1=CC(=CC(=C1)C)O 3-hydroxy-5-(3-hydroxy-5-methylphenoxy)benzoic acid